5-methoxy-7-(5-methoxypyridin-3-yl)-N-(3-(methylamino)-3-oxopropyl)-N-(1-(oxazol-5-yl)ethyl)benzo[b]thiophene-2-carboxamide COC1=CC2=C(SC(=C2)C(=O)N(C(C)C2=CN=CO2)CCC(=O)NC)C(=C1)C=1C=NC=C(C1)OC